[Sn].[Zr].[Nd].[La] Lanthanum neodymium zirconium tin